N1N=CC2=CC(=CC=C12)NC=1C2=C(N=C(N1)C=1C=CC3=C(SC(=C3)C(=O)NC(C)C)C1)N(C=C2)C2=CC=CC=C2 6-(4-((1H-indazol-5-yl)amino)-7-phenyl-7H-pyrrolo[2,3-d]pyrimidin-2-yl)-N-isopropylbenzo[b]thiophene-2-carboxamide